2-oxo-3-pentenoic acid O=C(C(=O)O)C=CC